FC1=CC=C(C(=O)C2=CC=C(C=C2)Cl)C=C1 4-fluoro-4'-chloro-benzophenone